neodymium caproate C(CCCCC)(=O)[O-].[Nd+3].C(CCCCC)(=O)[O-].C(CCCCC)(=O)[O-]